[Si](C)(C)(C(C)(C)C)OC(C)C1=[N+](C=CC(=C1)C(=O)O)[O-] 2-(1-((tert-butyldimethylsilyl)oxy)ethyl)-4-carboxypyridine 1-oxide